FC1=C(C=C(C=C1)N1N=CC2=CC(=CC=C12)N1CCC(CC1)C(=O)NC)O 1-(1-(4-Fluoro-3-hydroxyphenyl)-1H-indazol-5-yl)-N-methylpiperidine-4-carboxamide